C(C)P(=O)(OC1CS(CC1)(=O)=O)CC 3-diethylphosphinyloxytetrahydrothiophene-1,1-dioxide